3-((2R,3R)-2-(4-methylphenyl)-3-nitro-3-phenylpropyl)-5,5-dimethylcyclohex-2-en-1-one CC1=CC=C(C=C1)[C@@H](CC1=CC(CC(C1)(C)C)=O)[C@H](C1=CC=CC=C1)[N+](=O)[O-]